methyl 2-fluoro-4-(trifluoromethyl)benzoate FC1=C(C(=O)OC)C=CC(=C1)C(F)(F)F